4-(N-hydroxyacetamido)-3-(3-morpholinopropoxy)benzamide ethyl-(5-bromo-2-nitrophenyl)acetate C(C)OC(CC1=C(C=CC(=C1)Br)[N+](=O)[O-])=O.ON(C(C)=O)C1=C(C=C(C(=O)N)C=C1)OCCCN1CCOCC1